CN(C1=C(N=C(C(=N1)NC=1C=C(CCNC(OC(C)(C)C)=O)C=CC1)C(NC)=O)CC)C tert-butyl (3-((6-(dimethylamino)-5-ethyl-3-(methylcarbamoyl)pyrazin-2-yl)amino)phenethyl)carbamate